4-bromo-1-(2,2,2-trifluoroethyl)-2-indolinone BrC1=C2CC(N(C2=CC=C1)CC(F)(F)F)=O